7-bromo-3,5-dihydro-4H-imidazo[4,5-c]pyridin-4-one BrC=1C2=C(C(NC1)=O)NC=N2